O[Al]O dihydroxyaluminum